N-[(3-isopropyl-7-methoxy-1H-indol-4-yl)methyl]-6-(pyrrolidin-1-yl)pyrido[2,3-b]pyrazin-3-amine C(C)(C)C1=CNC2=C(C=CC(=C12)CNC1=CN=C2C(=N1)N=C(C=C2)N2CCCC2)OC